C(C)(C)(C)OC(=O)N1C(/C(/C(C[C@@H]1C)=O)=C/N(C)C)=O.C1(=CCCCC1)C1=CSC=2N=CN=C(C21)NCC2=CC=C(C=C2)S(=O)(=O)N 4-((5-(1-Cyclohexenyl)thieno[2,3-d]pyrimidin-4-yl)aminomethyl)benzenesulfonamide tert-butyl-(S,E)-3-((dimethylamino)methylene)-6-methyl-2,4-dioxopiperidine-1-carboxylate